FC(=CC1=C(C=CC(=C1)C(F)(F)F)NC(C(C)(C)N1N=CC(=C1)C#CC1CN(C1)C=1C=C2C(N(C(C2=CC1)=O)C1C(NC(CC1)=O)=O)=O)=O)F N-(2-(2,2-difluorovinyl)-4-(trifluoromethyl)phenyl)-2-(4-((1-(2-(2,6-dioxopiperidin-3-yl)-1,3-dioxoisoindolin-5-yl)azetidin-3-yl)ethynyl)-1H-pyrazol-1-yl)-2-methylpropanamide